4-senecioyloxymethyl-6,7-dimethoxycoumarin C(C=C(C)C)(=O)OCC1=CC(OC2=CC(=C(C=C12)OC)OC)=O